(3-acetoxy-3-cyanopropyl)methylphosphinic acid cyclohexylester C1(CCCCC1)OP(=O)(C)CCC(C#N)OC(C)=O